N-(3-chlorophenyl)-2-(1H-pyrazol-4-yl)thiazole-4-carboxamide ClC=1C=C(C=CC1)NC(=O)C=1N=C(SC1)C=1C=NNC1